3-(3,4-dimethylbenzyl)-1-(5-(piperidin-4-ylmethyl)pyrazolo[1,5-a]pyridin-3-yl)dihydropyrimidine-2,4(1H,3H)-dione CC=1C=C(CN2C(N(CCC2=O)C=2C=NN3C2C=C(C=C3)CC3CCNCC3)=O)C=CC1C